ClC1=CC=C(S1)NC(=O)C1=NC=C(C=C1)OCC N-(5-chlorothiophene-2-yl)-5-ethoxypyridineamide